The molecule is an acyl-CoA resulting from the formal condensation of the thiol group of coenzyme A with the carboxy group of (3R)-3-amino-3-phenylpropanoic acid. It derives from a (R)-3-amino-3-phenylpropanoic acid. It is a conjugate acid of a (3R)-3-ammonio-3-phenylpropanoyl-CoA(3-). CC(C)(COP(=O)(O)OP(=O)(O)OC[C@@H]1[C@H]([C@H]([C@@H](O1)N2C=NC3=C(N=CN=C32)N)O)OP(=O)(O)O)[C@H](C(=O)NCCC(=O)NCCSC(=O)C[C@H](C4=CC=CC=C4)N)O